2-benzyl-2-(((2r,3r,4r,5r)-3,4-diacetoxy-5-(6-amino-2-(1-ethoxyvinyl)-9H-purin-9-yl)-3-ethynyltetrahydrofuran-2-yl)methoxy)-malonic acid diethyl ester C(C)OC(C(C(=O)OCC)(OC[C@H]1O[C@H]([C@@H]([C@]1(C#C)OC(C)=O)OC(C)=O)N1C2=NC(=NC(=C2N=C1)N)C(=C)OCC)CC1=CC=CC=C1)=O